FC1=C(C=CC=C1)NC1=CC=C2C(=NNC2=C1)NC(C1=CC=C(C=C1)C1CCN(CC1)C1COC1)=O N-(6-((2-Fluorophenyl)amino)-1H-indazol-3-yl)-4-(1-(oxetan-3-yl)piperidin-4-yl)benzamid